COC=1C(=CC2=C(N=C(S2)NC(C2=CN=C(C=C2)C(F)(F)F)=O)C1)C(=O)O 5-methoxy-2-(6-(trifluoromethyl)nicotinamido)benzo[d]thiazole-6-carboxylic acid